3,6-bis([1,1'-biphenyl]-4-yl)-9H-carbazole C1(=CC=C(C=C1)C=1C=CC=2NC3=CC=C(C=C3C2C1)C1=CC=C(C=C1)C1=CC=CC=C1)C1=CC=CC=C1